pentylene alcohol C(CCCCO)O